5-(1-(1-(5,7-difluoro-3-(1-methyl-1H-pyrazol-4-yl)quinolin-6-yl)ethyl)-1H-[1,2,3]triazolo[4,5-b]pyrazin-6-yl)-N,N-dimethylpyridin-2-amine FC1=C2C=C(C=NC2=CC(=C1C(C)N1N=NC=2C1=NC(=CN2)C=2C=CC(=NC2)N(C)C)F)C=2C=NN(C2)C